O1COCCC1 1,3-dioxane